N(=[N+]=[N-])C1CN(C1)CCOC1=NC=C(C=N1)C=1N=C2C(=C(C(=NC2=CC1F)C)Cl)Cl 6-[2-[2-(3-azidoazetidin-1-yl)ethoxy]pyrimidin-5-yl]-3,4-dichloro-7-fluoro-2-methyl-1,5-naphthyridine